C(C)(C)N(C[C@H](CC1=CC=CC=C1)NC(C)=O)C(C)C (S)-N-(1-(diisopropylamino)-3-phenylpropan-2-yl)acetamide